Ethyl (E)-4-((9-(benzyloxy)-8-methoxy-2,2-dimethyl-7-(3-methylbut-2-en-1-yl)-6-oxo-2H,6H-pyrano[3,2-b]xanthen-5-yl)oxy)but-2-enoate C(C1=CC=CC=C1)OC1=CC=2OC=3C=C4C(=C(C3C(C2C(=C1OC)CC=C(C)C)=O)OC/C=C/C(=O)OCC)C=CC(O4)(C)C